dimethyl 5-bromo-benzo[b]thiophene-2,3-dicarboxylate BrC1=CC2=C(SC(=C2C(=O)OC)C(=O)OC)C=C1